ClC1=C(C(=CC(=C1)OC(F)(F)F)Cl)N1CCCN(S1(=O)=O)CC(=O)NC1C2CC3(CC(CC1C3)C2)C(=O)N 4-(2-(6-(2,6-dichloro-4-(trifluoromethoxy)phenyl)-1,1-dioxido-1,2,6-thiadiazinan-2-yl)acetamido)adamantan-1-carboxamide